isopropyl alaninate HCl salt Cl.N[C@@H](C)C(=O)OC(C)C